tert-Butyl 3-(3-fluoroazetidin-1-yl)-5-(hydroxymethyl)piperidine-1-carboxylate FC1CN(C1)C1CN(CC(C1)CO)C(=O)OC(C)(C)C